tetrahydrofuran-2-yl methyl phosphate P(=O)(OC1OCCC1)(OC)[O-]